P-(2-ethenylphenyl)phosphonic acid C(=C)C1=C(C=CC=C1)P(O)(O)=O